C(C)(C)(C)OC(=O)NCCCNC=1N=[N+](C=CC1)C 3-((3-((tert-butoxycarbonyl)amino)propyl)amino)-1-methylpyridazin-1-ium